N-[(1S)-1-(dicyclopropylmethyl)-2-[[5-(3,5-dimethyl-1H-pyrazol-4-yl)-6-fluoro-2-pyridyl]amino]-2-oxo-ethyl]-2-(3-methylsulfonylpropyl)pyrazole-3-carboxamide C1(CC1)C([C@@H](C(=O)NC1=NC(=C(C=C1)C=1C(=NNC1C)C)F)NC(=O)C=1N(N=CC1)CCCS(=O)(=O)C)C1CC1